tert-butyl N-(cyclobutylmethyl)-N-[(3R)-1-[5-[1-[4-(5-methoxy-3-pyridyl)triazol-1-yl]ethyl]-2-pyridyl]-3-piperidyl]carbamate C1(CCC1)CN(C(OC(C)(C)C)=O)[C@H]1CN(CCC1)C1=NC=C(C=C1)C(C)N1N=NC(=C1)C=1C=NC=C(C1)OC